2-(6-{[4-(2-amino-8-fluoro-4-quinazolinyl)-1H-1,2,3-triazol-1-yl]methyl}-2-pyridyl)-2-methylpropanol NC1=NC2=C(C=CC=C2C(=N1)C=1N=NN(C1)CC1=CC=CC(=N1)C(CO)(C)C)F